N-(3-hydroxy-4-methoxyphenyl)-p-menthanecarboxamide OC=1C=C(C=CC1OC)NC(=O)C1CC(CCC1C(C)C)C